C1(CC1)C=1C=C(C=2N(C1)C=CN2)C(=O)O 6-cyclopropylimidazo[1,2-a]pyridin-8-carboxylic acid